1-(ethyl)piperazine C(C)N1CCNCC1